(R)-1-(5-chloro-2-((3-cyanobenzyl)oxy)-4-((8-phenylquinazolin-4-yl)oxy)benzyl)piperidine-2-carboxylic acid ClC=1C(=CC(=C(CN2[C@H](CCCC2)C(=O)O)C1)OCC1=CC(=CC=C1)C#N)OC1=NC=NC2=C(C=CC=C12)C1=CC=CC=C1